5-(4-fluorophenyl)-2,4-pentadienoic acid n-butyl ester C(CCC)OC(C=CC=CC1=CC=C(C=C1)F)=O